palladium-copper cyanide [Cu](C#N)C#N.[Pd]